7-((5-bromo-2-((3-(4-hydroxybutyl)-5-((5-(1-methyl-1H-pyrazol-4-yl)pyrazin-2-yl)oxy)phenyl)amino)pyrimidine-4-yl)amino)-1-(methylsulfonyl)indol-4-ol BrC=1C(=NC(=NC1)NC1=CC(=CC(=C1)OC1=NC=C(N=C1)C=1C=NN(C1)C)CCCCO)NC1=CC=C(C=2C=CN(C12)S(=O)(=O)C)O